ClC1=C(C(=CC=C1)F)N1CCC(CC1)N1C(N(C=2C(C1)=NN(C2)C)CC2=C(C=CC=C2)C(F)(F)F)=O 6-[1-(2-chloro-6-fluoro-phenyl)-piperidin-4-yl]-2-methyl-4-(2-trifluoromethyl-benzyl)-2,4,6,7-tetrahydro-pyrazolo[4,3-d]pyrimidin-5-one